CN1N=C(C2=CC=CC(=C12)N1[C@@H](CNCC1)C)C1C(NC(CC1)=O)=O 3-[1-methyl-7-[(2R)-2-methylpiperazin-1-yl]indazol-3-yl]piperidine-2,6-dione